BrC=1SC(=NN1)C(C)(C)C 2-bromo-5-tert-butyl-1,3,4-thiadiazole